C(C)(=O)OCC(O)CO monoglyceryl acetate